N-(5-cyclopropyl-1H-pyrazol-3-yl)-2-[1-(5-methyl-1,3-thiazol-2-yl)-1H-pyrazol-3-yl]acetamide C1(CC1)C1=CC(=NN1)NC(CC1=NN(C=C1)C=1SC(=CN1)C)=O